COCCOC1CCN(CC1)CCNC(=O)C1=CC(=CN1C)NC(=O)C1=CC(=CN1C)NC(C1=CN=C(C=C1)\C=C\C1=CC=C(C=C1)OC)=O (E)-N-(5-((5-((2-(4-(2-methoxyethoxy)piperidin-1-yl)ethyl)carbamoyl)-1-methyl-1H-pyrrol-3-yl)carbamoyl)-1-methyl-1H-pyrrol-3-yl)-6-(4-methoxystyryl)nicotinamide